ClC=1C=C(C=C(C1)Cl)C(C(F)(F)O\N=C(/C)\C1=C(C=CC=C1F)F)=C (E)-1-(2,6-difluorophenyl)ethan-1-one O-(2-(3,5-dichlorophenyl)-1,1-difluoroallyl) oxime